OC=1C=CC(=NC1)C(C)=O 1-(5-hydroxypyridin-2-yl)ethanone